Cl.CN(C=1C=C(C=CC1)N=C=NCC)C 1-(3-dimethylaminophenyl)-3-ethylcarbodiimide hydrochloride